1-(3-bromobenzyl)-1H-pyrazole-3-carboxylic acid ethyl ester C(C)OC(=O)C1=NN(C=C1)CC1=CC(=CC=C1)Br